(S)-1-(4-((4-((S)-2-acetoxy-3-(ethylsulfonyl)propoxy)-3-chlorophenyl)sulfonyl)-2-chlorophenoxy)-3-chloropropan-2-yl acetate C(C)(=O)O[C@@H](COC1=C(C=C(C=C1)S(=O)(=O)C1=CC(=C(C=C1)OC[C@@H](CS(=O)(=O)CC)OC(C)=O)Cl)Cl)CCl